C1=CC2=C3C(=C(C=C2S(=O)(=O)[O-])S(=O)(=O)[O-])C=CC4=C(C=C(C1=C43)O)S(=O)(=O)[O-] The molecule is a pyrene compound having a hydroxy substituent at the 8-position and sulfonate groups in the 1-, 3- and 6-positions. It has a role as a fluorochrome. It derives from a hydride of a pyrene.